The molecule is a member of the class of xanthones that is 9H-xanthene substituted by a hydroxy group at position 8, an oxo group at position 9 and a carboxy group at position 1. It has been isolated from Chaetomium globosum. It has a role as a Chaetomium metabolite. It is a member of xanthones, a member of phenols and a hydroxy monocarboxylic acid. C1=CC(=C2C(=C1)OC3=CC=CC(=C3C2=O)O)C(=O)O